((2-butyl-1,2,3,4-tetrahydroisoquinolin-7-yl)(isopropyl)amino)-1-methylpyridin-2(1H)-one C(CCC)N1CC2=CC(=CC=C2CC1)N(C(C)C)C=1C(N(C=CC1)C)=O